O1C=2C(OCC1CCCCCCCCS(=O)(=O)O)=CSC2.[K] potassium 8-(2,3-dihydro-thieno[3,4-b][1,4]dioxin-2-yl)octane-1-sulfonic acid